ClC1=C(C=CC=C1)S(=O)(=O)NC1=NC=C(C=C1)C1=NC=2C=NC(=NC2N(C1=O)C(C)C)NC1CCC(CC1)N(C)C 2-chloro-N-(5-(2-(((1r,4r)-4-(dimethyl-amino)cyclohexyl)-amino)-8-isopropyl-7-oxo-7,8-dihydropteridin-6-yl)pyridin-2-yl)-benzenesulfonamide